FC(N1N=C(C=C1)C1=C(C=NC(=C1)C1=CC=C(C=C1)C(F)(F)F)CNC(C=C)=O)F N-((4-(1-(difluoromethyl)-1H-pyrazol-3-yl)-6-(4-(trifluoromethyl)phenyl)pyridin-3-yl)methyl)acrylamide